C(C)(=O)N1CCC2(C[C@@H](C(N2)=O)C[C@@H](C(=O)OC)NC([C@H](CC2CCCCC2)NC(=O)C=2NC3=CC=CC=C3C2)=O)CC1 methyl (S)-3-((S)-8-acetyl-2-oxo-1,8-diazaspiro[4.5]decan-3-yl)-2-((S)-3-cyclohexyl-2-(1H-indole-2-carboxamido)propanamido)propanoate